3-(2-(6-chloronaphthalen-2-yl)vinyl)-N-(2-(2-cyano-3,3-difluoroazetidin-1-yl)-2-oxoethyl)isonicotinamide ClC=1C=C2C=CC(=CC2=CC1)C=CC1=C(C(=O)NCC(=O)N2C(C(C2)(F)F)C#N)C=CN=C1